tri(4-methyl-2-pentyl) citrate C(CC(O)(C(=O)OC(C)CC(C)C)CC(=O)OC(C)CC(C)C)(=O)OC(C)CC(C)C